1-(6-amino-2-azaspiro[3.3]heptan-2-yl)ethan-1-one hydrochloride Cl.NC1CC2(CN(C2)C(C)=O)C1